ClC=1C(=C2C=NNC2=CC1C)OC1=NC=CC2=C1N=C(N=C2N2CCN(CC2)C(C=C)=O)OC[C@H]2N(CCC2)C 1-[4-(8-[(5-chloro-6-methyl-1H-indazol-4-yl)oxy]-2-{[(2S)-1-methylpyrrolidin-2-yl]methoxy}pyrido[3,4-d]pyrimidin-4-yl)piperazin-1-yl]prop-2-en-1-one